4-chloro-5-iodo-7-{[2-(trimethylsilyl)ethoxy]methyl}-7H-pyrrolo[2,3-d]pyrimidine ClC=1C2=C(N=CN1)N(C=C2I)COCC[Si](C)(C)C